NC(=O)NS(=O)(=O)C1=C(C=CC=C1)Cl N-(aminocarbonyl)-2-chlorobenzenesulfonamide